[(3R)-2,6-dioxo-3-piperidyl]-3,4-dihydro-2H-quinoline O=C1NC(CC[C@@H]1C1NC2=CC=CC=C2CC1)=O